Tert-butyl N-[[1-[[1-(2,6-dioxo-3-piperidyl)-3-methyl-2-oxo-benzimidazol-4-yl]methyl]-4-piperidyl]methyl]-N-methyl-carbamate O=C1NC(CCC1N1C(N(C2=C1C=CC=C2CN2CCC(CC2)CN(C(OC(C)(C)C)=O)C)C)=O)=O